4-(3'-chloro-[1,1'-biphenyl]-4-yl)-1H-1,2,3-triazole-5-carboxylic acid ClC=1C=C(C=CC1)C1=CC=C(C=C1)C=1N=NNC1C(=O)O